BrC=1C(N(C(C1)=O)CCOC(C)=O)=O 3-bromo-1-(2-acetoxyethyl)-1H-pyrrole-2,5-dione